4-(4-acryloyl-piperazin-1-yl)-6-chloro-2-((1-cyclopropyl-piperidin-4-yl)amino)-8-fluoro-7-(5-methyl-1H-indazol-4-yl)quinoline-3-carbonitrile C(C=C)(=O)N1CCN(CC1)C1=C(C(=NC2=C(C(=C(C=C12)Cl)C1=C2C=NNC2=CC=C1C)F)NC1CCN(CC1)C1CC1)C#N